N-[4-[1-(2,4-Diamino-6-pteridinylmethyl)propyl]benzoyl]-L-glutamic acid NC1=NC2=NC=C(N=C2C(=N1)N)CC(CC)C1=CC=C(C(=O)N[C@@H](CCC(=O)O)C(=O)O)C=C1